bis(4-(1H-imidazol-1-yl)phenyl)methanone N1(C=NC=C1)C1=CC=C(C=C1)C(=O)C1=CC=C(C=C1)N1C=NC=C1